(S)-3-methyl-2-(8-(2-oxooxazolidin-3-yl)dibenzofuran-3-sulfonamido)butanoic acid CC([C@@H](C(=O)O)NS(=O)(=O)C=1C=CC2=C(OC3=C2C=C(C=C3)N3C(OCC3)=O)C1)C